COC(=O)C1=NC(=NC(=C1Cl)C1=C2C=NN(C2=CC=C1C)C1OCCCC1)C=1C(=NC=CC1)NC1=NC(=CC=C1F)F 5-chloro-2-[2-[(3,6-difluoro-2-pyridinyl)amino]-3-pyridinyl]-6-(5-methyl-1-tetrahydropyran-2-yl-indazol-4-yl)pyrimidine-4-carboxylic acid methyl ester